N~2~-[4-(1,1-dioxidoisothiazolidin-2-yl)phenyl]-N~4~-[3-(methylsulfonyl)benzyl]-5-(trifluoromethyl)pyrimidine-2,4-diamine O=S1(N(CCC1)C1=CC=C(C=C1)NC1=NC=C(C(=N1)NCC1=CC(=CC=C1)S(=O)(=O)C)C(F)(F)F)=O